FC(C(=O)O)(F)F.NC=1C=C(C=CC1)NC1C(NC(CC1)=O)=O 3-((3-aminophenyl)amino)piperidine-2,6-dione trifluoroacetate